2-acrylamido-2,4,4-trimethylpentanesulfonic acid C(C=C)(=O)NC(CS(=O)(=O)O)(CC(C)(C)C)C